C(C)(C)(C)OC(=O)N([C@H]1CN(CCC1)C1=CC=C(C=C1)C1(COC1)C(=O)OC)CC1CCC1 methyl (R)-3-(4-(3-((tert-butoxycarbonyl)(cyclobutylmethyl)amino)piperidin-1-yl)phenyl)oxetane-3-carboxylate